β-(3,4-epoxycyclohexyl)ethyl-trimethoxyethoxysilane C1(CC2C(CC1)O2)CC[SiH2]OCC(OC)(OC)OC